COC1=CC(=CC2=C1N(C(=N2)C=2N1CCCCCCNC3=NC=CC=C3C=3C=CC(C2)=C1N3)C)C=O [7-methoxy-1-methyl-2-(6,8,15,21-tetrazatetracyclo[13.5.2.0^{2,7}.0^{18,22}]docosa-1(21),2,4,6,16,18(22),19-heptaen-16-yl)benzimidazol-5-yl]methanone